C1(=CC=CC=C1)/N=N/C1=CC=C(C2=CC=CC=C12)N (E)-4-(phenyldiazenyl)naphthalen-1-amine